4-((tert-butoxycarbonyl)amino)benzo[b]thiophene-2-carboxylic acid methyl ester COC(=O)C1=CC2=C(S1)C=CC=C2NC(=O)OC(C)(C)C